1-(3-chloro-5-hydroxypyridin-4-yl)ethan-1-one ClC=1C=NC=C(C1C(C)=O)O